C1(CC1)C1=CC(=NN1)NC1=NC(=NC2=CC=CC=C12)N1C2CN(C(C1)CC2)S(=O)(=O)C2=C(C#N)C=CC=C2 2-((5-(4-((5-cyclopropyl-1H-pyrazol-3-yl)amino)quinazolin-2-yl)-2,5-diazabicyclo[2.2.2]octan-2-yl)sulfonyl)benzonitrile